trans-tert-Butyl (4-(2-chloro-5-(2,2-dichloro-3-(3,5-dichlorophenyl)cyclopropane-1-carboxamido)benzamido)-2-fluorophenyl)(methyl)carbamate ClC1=C(C(=O)NC2=CC(=C(C=C2)N(C(OC(C)(C)C)=O)C)F)C=C(C=C1)NC(=O)[C@@H]1C([C@H]1C1=CC(=CC(=C1)Cl)Cl)(Cl)Cl